COC1=CC=C(C=C1)C1=CC(=C2C=CC(=CC=C12)C)C(F)(F)F 1-(4-methoxyphenyl)-3-trifluoromethyl-6-methyl-azulene